P(N)(N)(N)=O.P(N)(N)(N)=O.P(N)(N)(N)=O.P(N)(N)(N)=O.P(N)(N)(N)=O.P(N)(N)(N)=O hexaphosphoric acid triamide